C1(=CC=CC=C1)C(C)C1CC(NC1)C(=O)N 4-(1-phenylethyl)pyrrolidine-2-carboxamide